(S)-2-amino-3-(4-propoxyphenyl)propanoic acid N[C@H](C(=O)O)CC1=CC=C(C=C1)OCCC